di(isopropyl)methyl-(ethoxy)silane C(C)(C)[Si](OCC)(C)C(C)C